N-(1-ethyl-2-oxo-1,2-dihydropyridin-3-yl)-4-(methylsulfonyl)-2-(6-azaspiro[2.5]octan-6-yl)benzamide C(C)N1C(C(=CC=C1)NC(C1=C(C=C(C=C1)S(=O)(=O)C)N1CCC2(CC2)CC1)=O)=O